4-fluoro-N-(1-methyl-3-(trifluoromethyl)-1H-pyrazol-5-yl)benzamide FC1=CC=C(C(=O)NC2=CC(=NN2C)C(F)(F)F)C=C1